[2-[4-[3-[1-(5-chloropyrimidin-2-yl)-4-piperidinyl]propoxy]-2-fluoro-phenyl]acetyl]piperidine-4-carboxylic acid ClC=1C=NC(=NC1)N1CCC(CC1)CCCOC1=CC(=C(C=C1)CC(=O)N1CCC(CC1)C(=O)O)F